m-methoxyphenylimidazole COC=1C=C(C=CC1)C=1NC=CN1